CS(=O)(=O)C1=CC=C(C=C1)C1=CC=C2C(=N1)SC(=N2)OC(C)C2CCN(CC2)C2=NC=C(C=N2)C(=C)C 5-(4-(methylsulfonyl)phenyl)-2-(1-(1-(5-(prop-1-en-2-yl)pyrimidin-2-yl)piperidin-4-yl)ethoxy)thiazolo[5,4-b]pyridin